(S)-2-(4-(4-chlorophenyl)-2,3,6-trimethyl-1-((1-methyl-1H-pyrazol-4-yl)methyl)-1H-pyrrolo[2,3-b]pyridin-5-yl)-2-hydroxyacetic acid ethyl ester C(C)OC([C@@H](O)C=1C(=C2C(=NC1C)N(C(=C2C)C)CC=2C=NN(C2)C)C2=CC=C(C=C2)Cl)=O